6-chloro-4-(4-(2,4-difluorophenoxy)piperidin-1-yl)-N,N-dimethyl-5-nitropyridineFormamide ClC1=C(C(=CC(=N1)C(=O)N(C)C)N1CCC(CC1)OC1=C(C=C(C=C1)F)F)[N+](=O)[O-]